CC(CCCCCCCCCCCCCCCCC)(P(O)(O)=O)C.C(CCCCCCCCCCCCCCCCC)P(OC)(OC)=O Dimethyl Octadecylphosphonate (Dimethyl Octadecylphosphonate)